3-(4,4,5,5-tetramethyl-1,3,2-dioxaborolanyl)phenyl-1,3,5-triazine CC1(OB(OC1(C)C)C=1C=C(C=CC1)C1=NC=NC=N1)C